((3R,5R)-3-Amino-5-fluoropiperidin-1-yl)(2-(1-(cyclopropylmethyl)-6-methoxy-1H-indol-2-yl)-3-(2-hydroxyethyl)-4-methoxybenzofuran-6-yl)methanone N[C@H]1CN(C[C@@H](C1)F)C(=O)C1=CC2=C(C(=C(O2)C=2N(C3=CC(=CC=C3C2)OC)CC2CC2)CCO)C(=C1)OC